4-[[(1R,3S)-3-amino-2,2,3-trimethyl-cyclopentyl]amino]-N'-(2-chloro-5-fluoro-phenyl)-6-(1-methylpyrazol-4-yl)pyrrolo[1,2-b]pyridazine-3-carboxamidine N[C@@]1(C([C@@H](CC1)NC=1C=2N(N=CC1C(=NC1=C(C=CC(=C1)F)Cl)N)C=C(C2)C=2C=NN(C2)C)(C)C)C